(S)-Ethyl 2-allyl-4-oxooxetane-2-carboxylate C(C=C)[C@@]1(OC(C1)=O)C(=O)OCC